propyl-tin C(CC)[Sn]